ethyl 2-(4-(2-(2-(4-(tert-butoxycarbonyl)piperazin-1-yl)ethoxy)ethyl)piperazin-1-yl)pyrimidine-5-carboxylate C(C)(C)(C)OC(=O)N1CCN(CC1)CCOCCN1CCN(CC1)C1=NC=C(C=N1)C(=O)OCC